tert-butyl (3S,4R)-4-(((1S,2R)-2-(2-(2-cyclopropyl-3',5'-difluoro-[1,1'-biphenyl]-3-yl)acetamido)-3,3-difluorocyclohexyl)oxy)-3-fluoropiperidine-1-carboxylate C1(CC1)C1=C(C=CC=C1CC(=O)N[C@@H]1[C@H](CCCC1(F)F)O[C@H]1[C@H](CN(CC1)C(=O)OC(C)(C)C)F)C1=CC(=CC(=C1)F)F